NC1=C(C(=O)N)C=C(C=C1Br)C 2-amino-3-bromo-5-methylbenzamide